N-[2-chloro-4-(4,5-dihydro-1H-imidazol-2-ylmethyl)-phenyl]-methanesulfonamide ClC1=C(C=CC(=C1)CC=1NCCN1)NS(=O)(=O)C